5-(imidazo[1,2-a]pyrimidin-6-yl)-N-(trans-3-(2-methoxyethoxy)cyclobutyl)pyrrolo[2,1-f][1,2,4]triazin-2-amine N=1C=CN2C1N=CC(=C2)C=2C=CN1N=C(N=CC12)N[C@@H]1C[C@H](C1)OCCOC